CN(C)CC1=C(C=CC=C1)NC(=O)C=1C=C(C=CC1)C1=C(SC=C1)C(=O)N (3-((2-((Dimethylamino)Methyl)Phenyl)Carbamoyl)Phenyl)Thiophene-2-Carboxamide